C(C)OC(=O)C1C(=CCCC1(C)C)CC 2-Ethyl-6,6-dimethylcyclohex-2-en-1-carboxylic acid ethyl ester